FC(C)(F)C=1N=C(SC1)C12CC(C1)(C2)NC(OC(C)(C)C)=O tert-butyl (3-(4-(1,1-difluoroethyl)thiazol-2-yl)bicyclo[1.1.1]pentan-1-yl)carbamate